BrC1=CC=C(C=C1)C1=NN(C(=C1C#N)C(=O)[O-])C1CCC(CC1)=O 3-(4-bromophenyl)-4-cyano-1-(4-oxocyclohexanyl)-1H-pyrazole-5-carboxylate